C1(CC1)COC1=C(C=C(C(=C1)F)F)CNC(=O)C=1C(=NC(=C(C1)C=1C=CC=2N(N1)C=C(N2)NC(C)=O)C)OC N-{[2-(cyclopropylmethoxy)-4,5-difluorophenyl]methyl}-5-{2-acetamidoimidazo[1,2-b]pyridazin-6-yl}-2-methoxy-6-methylpyridine-3-carboxamide